C1(=CC=CC=2C3=CC=CC=C3CC12)C1=CC=CC=2C3=CC=CC=C3CC12 fluorenyl-(fluorene)